NC=1C(=C(OC=2C=CC(=C(C#N)C2)F)C(=CC1[N+](=O)[O-])F)F 5-(3-amino-2,6-difluoro-4-nitrophenoxy)-2-fluorobenzonitrile